C1(=CC=CC=2C3=CC=CC=C3NC12)C1=C(C=CC=C1)C=1C(=NN=NC1C1=CC=CC=2SC3=C(C21)C=CC=C3)C3=CC=CC=2SC1=C(C23)C=CC=C1 (carbazolylphenyl)bis(Dibenzothiophenyl)triazine